FC(C=1C=C(CNC=2N=CC(=NC2C=2N=CN(C2)C)S(=O)(=O)NC)C=CC1F)F 5-((3-(difluoromethyl)-4-fluorobenzyl)amino)-N-methyl-6-(1-methyl-1H-imidazol-4-yl)pyrazine-2-sulfonamide